C1(CC1)CN1C(=CC2=CC=CC(=C12)C1CCN(CC1)C(=O)C1OCCCC1)C1=NN2C(C(=CC(=C2)C(=O)OC)OC)=C1C methyl 2-(1-(cyclopropylmethyl)-7-(1-(tetrahydro-2H-pyran-2-carbonyl) piperidin-4-yl)-1H-indol-2-yl)-4-methoxy-3-methylpyrazolo[1,5-a]pyridine-6-carboxylate